Br\C\1=C/COC=2C=C(C=CC2N2N=CC=3C(=NC(COC1)=NC23)O)F (10Z)-11-bromo-5-fluoro-8,13-dioxa-1,16,20,22-tetrazatetracyclo[13.5.2.02,7.018,21]docosa-2(7),3,5,10,15(22),16,18(21),19-octaen-17-ol